The molecule is a tetrapeptide composed of L-glutamic acid, L-phenylalanine and two L-glutamine units joined by peptide linkages. It has a role as a metabolite. It derives from a L-glutamic acid, a L-phenylalanine and a L-glutamine. C1=CC=C(C=C1)C[C@@H](C(=O)N[C@@H](CCC(=O)N)C(=O)N[C@@H](CCC(=O)N)C(=O)O)NC(=O)[C@H](CCC(=O)O)N